N1CCC(CC1)CCN1CCC(CC1)NC(=O)C=1SC2=C(N1)C=CC(=C2)NS(=O)(=O)C=2SC=CC2 N-(1-(2-(piperidin-4-yl)ethyl)piperidin-4-yl)-6-(thiophene-2-sulfonamido)benzo[d]thiazole-2-carboxamide